ClC=1C(N(N=CC1Cl)[C@@H]1CC[C@H](CC1)NC1=CC=C(C=C1)OCF)=O trans-4,5-dichloro-2-[4-[4-(fluoromethoxy)anilino]cyclohexyl]pyridazin-3-one